C(C)(C)C1=C(C=CC=C1)C=1N=CC2=C(N1)C(=CN2)C(C)(O)C2=CC=C(C=C2)C=2N(C=C(N2)C(F)(F)F)C 1-[2-(2-isopropylphenyl)-5H-pyrrolo[3,2-d]pyrimidin-7-yl]-1-[4-[1-methyl-4-(trifluoromethyl)imidazol-2-yl]phenyl]ethanol